ethyl (2Z)-cyano[3-[(3-methoxypropyl)amino]cyclohex-2-en-1-ylidene]ethanoate C(#N)/C(/C(=O)OCC)=C\1/C=C(CCC1)NCCCOC